(S)-2-(5-((4-((2-chloro-5-((1-(tetrahydro-2H-pyran-4-yl)-1H-pyrazol-4-yl)ethynyl)pyridin-4-yl)amino)butan-2-yl)oxy)-1-methyl-1H-pyrazol-4-yl)pyrimidin-4-amine ClC1=NC=C(C(=C1)NCC[C@H](C)OC1=C(C=NN1C)C1=NC=CC(=N1)N)C#CC=1C=NN(C1)C1CCOCC1